N-tetradecyl-2-acetyl-3-(4-hydroxybenzyloxy)-pyridin-4-one C(CCCCCCCCCCCCC)N1C(=C(C(C=C1)=O)OCC1=CC=C(C=C1)O)C(C)=O